2,5-dioxopyrrolidin-1-yl 3-mercaptopropionate SCCC(=O)ON1C(CCC1=O)=O